NC1=C(C=CC(=C1)S(=O)(=O)NC1=C(C=CC(=C1)OC)C(=O)N1CCN(CC1)C=1SC=C(N1)C1=CC=CC=C1)C1=CC=CC=C1 amino-N-(5-methoxy-2-(4-(4-phenylthiazol-2-yl)piperazine-1-carbonyl)phenyl)-[1,1'-biphenyl]-4-sulfonamide